CC=1C=CC=2C(C3=CC=C(C=C3C2C1)C)CCP(OCC)(OCC)=O diethyl (2-(3,6-dimethyl-9H-fluoren-9-yl)ethyl)phosphonate